2-(2,6-bis(benzyloxy)pyridin-3-yl)-5-(7-fluoro-1-methylisoindoline-2-carbonyl)isoindolin-1-one C(C1=CC=CC=C1)OC1=NC(=CC=C1N1C(C2=CC=C(C=C2C1)C(=O)N1C(C2=C(C=CC=C2C1)F)C)=O)OCC1=CC=CC=C1